O=C(CONC[C@H](C)NC(OC(C)(C)C)=O)N1CCN(CC1)C1=NC=C(C=N1)C(F)(F)F (S)-tert-butyl (1-((2-oxo-2-(4-(5-(trifluoromethyl)pyrimidin-2-yl) piperazin-1-yl)ethoxy)amino)propan-2-yl)carbamate